N,N'-((tetrahydrofuran-2,5-diyl)bis(methylene))bis(undecane-2-amine) O1C(CCC1CNC(C)CCCCCCCCC)CNC(C)CCCCCCCCC